tert-butyl (Z)-(3-fluoro-2-((5-oxo-4-(2-(thiophene-2-yl)ethyl)-4,5-dihydro-1H-1,2,4-triazol-1-yl)methyl)allyl)carbamate F\C=C(\CNC(OC(C)(C)C)=O)/CN1N=CN(C1=O)CCC=1SC=CC1